N-(2-methyl-2,3-dihydro-1H-inden-1-yl)prop-2-enamide CC1C(C2=CC=CC=C2C1)NC(C=C)=O